FC=1C(=C(C(=NC1)OC)C)C=1C(=NN(C1)C1OCCN1)C(=O)O (5-fluoro-2-methoxy-3-methylpyridin-4-yl)-1-(oxazolidin-2-yl)pyrazole-3-carboxylic acid